NC1=CC=C(C(=C1C(=O)NC)Br)C 6-amino-2-bromo-N,3-dimethylbenzamide